tert-butyl 4-(1-methyl-4-(trifluoromethyl)-1H-imidazol-5-yl)-3,6-dihydropyridine-1(2H)-carboxylate CN1C=NC(=C1C=1CCN(CC1)C(=O)OC(C)(C)C)C(F)(F)F